deaza-uracil C1C(=O)NC(=O)C=C1